1-(2,6-dichloropyridin-3-yl)-2-hydroxy-2-methylpropan-1-one ClC1=NC(=CC=C1C(C(C)(C)O)=O)Cl